5-(4-carbamoyl-2-(cyclopropyl(1-(2,4-dimethoxyphenyl)-1H-pyrazol-4-yl)amino)thiazol-5-yl)-1H-pyrrole C(N)(=O)C=1N=C(SC1C1=CC=CN1)N(C=1C=NN(C1)C1=C(C=C(C=C1)OC)OC)C1CC1